19-iodo-4,6,8,10,12,14,16-heptamethylnonadecyl heptyloxymethyl ether C(CCCCCC)OCOCCCC(CC(CC(CC(CC(CC(CC(CCCI)C)C)C)C)C)C)C